5-benzyl-N-((7S,7aS,8aR)-5-methyl-6-oxo-5,6,7,7a,8,8a-hexahydrocyclopropa[d]pyrazino[2,3-b]azepin-7-yl)isoxazole-3-carboxamide C(C1=CC=CC=C1)C1=CC(=NO1)C(=O)N[C@H]1[C@@H]2[C@H](C3=C(N(C1=O)C)N=CC=N3)C2